2-phenylpyridine-5,4'-dicarboxylic acid C1=CC(=CC=C1C2=NC=C(C=C2)C(=O)O)C(=O)O